(E)-5-Bromopentyl-3-hexyl undecenoate C(\C=C\CCCCCCCC)(=O)OC(CCCCCCCBr)CCC